methyl 5-((4-((4-chloro-6-morpholinopyrimidin-2-yl) amino)-7-methoxyquinazolin-6-yl) amino)-5-oxopentanoate ClC1=NC(=NC(=C1)N1CCOCC1)NC1=NC=NC2=CC(=C(C=C12)NC(CCCC(=O)OC)=O)OC